FC(C=1C(=C(C=CC1)[C@@H](C)NC1=CC(=NC2=CC(=C(C=C12)C1(CN(C1)C(C)=O)OC)OC)C)F)F (R)-1-(3-(4-((1-(3-(difluoromethyl)-2-fluorophenyl)ethyl)amino)-7-methoxy-2-Methylquinolin-6-yl)-3-methoxyazetidine-1-yl)ethan-1-one